3,4'-bis[N-(9,9-dimethylfluorene-2-yl)-N-phenylamino]biphenyl CC1(C2=CC=CC=C2C=2C=CC(=CC12)N(C1=CC=CC=C1)C=1C=C(C=CC1)C1=CC=C(C=C1)N(C1=CC=2C(C3=CC=CC=C3C2C=C1)(C)C)C1=CC=CC=C1)C